C(#N)C1(CCN(CC1)C(=O)OC(C)(C)C)NCC1=CC=C(C=C1)OC Tert-butyl 4-cyano-4-((4-methoxybenzyl)amino)piperidine-1-carboxylate